ethyl 3-[6,7-dichloro-5-(2-fluorophenyl)-2-imino-3H-1,4-benzodiazepin-1-yl]-2-oxo-propanoate ClC1=C(C=CC2=C1C(=NCC(N2CC(C(=O)OCC)=O)=N)C2=C(C=CC=C2)F)Cl